CN1N=CC=2C1=NC(=NC2NC2=CC=C(C=C2)C(F)(F)F)NCC2NCCOC2 1-methyl-N6-[(morpholin-3-yl)methyl]-N4-[4-(trifluoromethyl)phenyl]-1H-pyrazolo[3,4-d]pyrimidine-4,6-diamine